3,5-difluoro-2-methyl-benzoic acid FC=1C(=C(C(=O)O)C=C(C1)F)C